OC1=C(C=CC=2C3=CC(=C(C=C3C(C12)=O)O)O)O 1,2,6,7-Tetrahydroxyfluoren-9-one